C[C@@H]1CNCC[C@H]1OCC#CC=1C=CC=C2C(=CN=CC12)N1C(NC(CC1)=O)=O 1-[8-[3-[[(3R,4R)-3-methyl-4-piperidyl]oxy]prop-1-ynyl]-4-isoquinolyl]hexahydropyrimidine-2,4-dione